C(C)(C)(C)OC(N(C=1C=C(C=C(C1)C)C1=CC=C(C=C1)OC)CC1=NC=C(C(=C1C)OC)C)=O ((4-methoxy-3,5-dimethylpyridin-2-yl)methyl)-(4'-methoxy-5-methyl-[1,1'-biphenyl]-3-yl)carbamic acid tert-butyl ester